t-butyl 1-(3-(1H-pyrazol-1-yl)-5-(trifluoromethyl)benzyl)-1,8-diazaspiro[4.5]decane-8-carboxylate N1(N=CC=C1)C=1C=C(CN2CCCC23CCN(CC3)C(=O)OC(C)(C)C)C=C(C1)C(F)(F)F